FC1=C(C(=CC(=C1)C(F)(F)F)F)CNC(=O)C(=O)NC [2,6-difluoro-4-(trifluoromethyl)phenylmethyl]-N'-methyl-oxamide